6-(2,5-dioxo-2,5-dihydro-1H-pyrrol-1-yl)-N-(prop-2-yn-1-yl)hexanoamide O=C1N(C(C=C1)=O)CCCCCC(=O)NCC#C